NC=1C=CC(=C2CN(C(C12)=O)C\C=C/C#N)C1=CC=C2C=NN(C2=C1)C (2Z)-4-[7-amino-4-(1-methyl-1H-indazol-6-yl)-1-oxo-2,3-dihydro-1H-isoindol-2-yl]but-2-enenitrile